ClC=1C=C2C(=NC(N(C2=C(C1C1=C(C=CC=C1O)F)C)C1=C(C=CC=C1)C(C)C)=O)N1[C@H](CN(CC1)C(C=C)=O)C 6-chloro-7-(2-fluoro-6-hydroxyphenyl)-8-methyl-4-((2S)-2-methyl-4-(2-propenoyl)-1-piperazinyl)-1-(2-(2-propanyl)phenyl)-2(1H)-quinazolinone